1-(Pyrrolidin-1-ylmethyl)cyclopropan-1-ol N1(CCCC1)CC1(CC1)O